COP(OC)CCC(OC)OC 3,3-dimethoxypropyl-phosphonous acid dimethyl ester